ethyl 4-[[2-[3-[1,3-benzodioxol-5-yl(methyl)carbamoyl]phenyl]-4-chloro-5-methyl-pyrazol-3-yl]methoxy]benzoate O1COC2=C1C=CC(=C2)N(C(=O)C=2C=C(C=CC2)N2N=C(C(=C2COC2=CC=C(C(=O)OCC)C=C2)Cl)C)C